(4-chloro-3-{4-[6-(2-ethoxyethoxy)pyridin-3-yl]-6-oxo-1,6-dihydropyrimidin-2-yl}benzyl)isobutyramide ClC1=C(C=C(CC(C(=O)N)(C)C)C=C1)C=1NC(C=C(N1)C=1C=NC(=CC1)OCCOCC)=O